C(CCCCCCCC)C1=C(C=CC=C1)OP(OC1=C(C=CC=C1)CCCCCCCCC)(O)=O di-(nonylphenyl)phosphoric acid